1,3,5-benzenetricarboxylic acid tri(3-methylcyclohexylamide) CC1CC(CCC1)NC(=O)C1=CC(=CC(=C1)C(=O)NC1CC(CCC1)C)C(=O)NC1CC(CCC1)C